tert-Butyl 4-((6-((4-Methoxy-2-methylphenyl)amino)-3-methyl-2-oxo-2,3-dihydro-1H-imidazo[4,5-c]pyridin-1-yl)methyl)piperidine-1-carboxylate COC1=CC(=C(C=C1)NC1=CC2=C(C=N1)N(C(N2CC2CCN(CC2)C(=O)OC(C)(C)C)=O)C)C